NCCNCCC[Si](OC)(OC)C N-(2-aminoethyl)-3-aminopropyl-methyl-dimethoxysilane